(2S,4R)-4-methyl-2-piperidinecarboxylic acid ethyl ester C(C)OC(=O)[C@H]1NCC[C@H](C1)C